FC1=C(COC2=CC=C(C=C2)OS(=O)(=O)F)C(=CC(=C1)C1=NNC=N1)F 4-((2,6-difluoro-4-(1H-1,2,4-triazol-3-yl)benzyl)oxy)phenylsulfurofluoridate